ClC=1C=C(NC(C(C(=O)OCC2=CC=CC=C2)OC)=O)C=C(C1)Cl benzyl 3-(3,5-dichloroanilino)-2-methoxy-3-oxo-propionate